ClC=1C=C(C=CC1)[C@@H]1[C@H](N(C(CC1)=O)[C@@H](C(=O)OC(C)(C)C)CC)C1=CC=C(C=C1)Cl tert-butyl (2R)-2-((2S,3R)-3-(3-chlorophenyl)-2-(4-chlorophenyl)-6-oxo-1-piperidinyl)butanoate